C(#N)C=1C=C(C=NC1N1N=CC=N1)NC(=O)C=1C=NN(C1C(F)(F)F)C1=C2C(=NC=C1)SC=C2 N-(5-cyano-6-(2H-1,2,3-triazol-2-yl)pyridin-3-yl)-1-(thieno[2,3-b]pyridin-4-yl)-5-(trifluoromethyl)-1H-pyrazole-4-carboxamide